3-bromophenanthrene-9,10-dione BrC=1C=CC=2C(C(C3=CC=CC=C3C2C1)=O)=O